2-((2-ethyl-4-fluorophenyl)-amino)-5-(trifluoromethyl)benzoic acid C(C)C1=C(C=CC(=C1)F)NC1=C(C(=O)O)C=C(C=C1)C(F)(F)F